FC=1C(=NC=C(C1)C=O)C=1C=NC(=NC1)N1N=CC(=C1)C(=O)O 1-(5-(3-fluoro-5-formylpyridin-2-yl)pyrimidin-2-yl)-1H-pyrazole-4-carboxylic acid